epoxydisilane [SiH2]1[SiH2]O1